C12(CCC(CC1)O2)C(CN2C=1C(CC(C2)(F)F)=C(SC1C(=O)OC)Br)NC(=O)OC(C)(C)C Methyl 1-(2-(7-oxabicyclo[2.2.1]heptan-1-yl)-2-((tert-butoxycarbonyl)amino)ethyl)-5-bromo-3,3-difluoro-1,2,3,4-tetrahydrothieno[3,4-b]pyridine-7-carboxylate